1-methylsulfonyl-pyrrole-3-carboxamide CS(=O)(=O)N1C=C(C=C1)C(=O)N